P(O)(=O)(OP(=O)(O)OP(=O)(O)O)OC[C@@H]1[C@H](C[C@@H](O1)N1C(=O)NC(=O)C(C)=C1)OC=CC 3'-O-propenyl-thymidine triphosphate